C(C)(=O)C=1C=C(C=CC1)NC(=O)NC=1C=C2C(N(C(=NC2=CC1)C1=NC=CN=C1)CCOC)=O 1-(3-acetylphenyl)-3-(3-(2-methoxyethyl)-4-oxo-2-(pyrazin-2-yl)-3,4-dihydroquinazolin-6-yl)urea